C(C)C(CN1CCC(CC1)C=1C=C(C(=NC1)C1=NNC(=C1C(C)C)C=1C=C(C=2N(C1)N=CN2)OC)F)CC 6-(3-(5-(1-(2-ethylbutyl)piperidin-4-yl)-3-fluoropyridin-2-yl)-4-isopropyl-1H-pyrazol-5-yl)-8-methoxy-[1,2,4]triazolo[1,5-a]pyridine